bis(3,5-dimethyl-2-hydroxyphenyl)butane CC=1C(=C(C=C(C1)C)C(C(C)C1=C(C(=CC(=C1)C)C)O)C)O